2-(dicyclohexylphosphino)-2'-(N,N-dimethyl-amino)biphenyl C1(CCCCC1)P(C1=C(C=CC=C1)C1=C(C=CC=C1)N(C)C)C1CCCCC1